CC1(C=C(C(=O)OCCC)C(=O)OCCC)CC=CC=C1 di-n-propyl (1-methylbenzylidene)malonate